BrC1=CC(=C(C(=C1)F)[C@@H](C/C=C/C(=O)OCC)C)F (E)-(R)-ethyl 5-(4-bromo-2,6-difluoro-phenyl)-hex-2-enoate